(S)-3-(5-((7-(((1SR,3RS,5SR,7r)-3,5-dimethyladamantan-1-yl)amino)heptyl)amino)-4-oxo-2-(trifluoromethyl)quinazolin-3(4H)-yl)piperidine-2,6-dione C[C@]12CC3(CC(C[C@@](C1)(C3)C)C2)NCCCCCCCNC2=C3C(N(C(=NC3=CC=C2)C(F)(F)F)[C@@H]2C(NC(CC2)=O)=O)=O |&1:1,7|